CN1C(C(=CC(=C1)C1CNCCC1)S(=O)(=O)N)=O methyl-2-oxo-5-(piperidin-3-yl)-1,2-dihydropyridine-3-sulfonamide